tert-butyl (2R)-2-{[(tert-butoxycarbonyl)(cyclobutylmethyl)amino]methyl}-4-fluoro-6-hydroxy-5-(1,1,4-trioxo-1λ6,2,5-thiadiazolidin-2-yl)-2,3-dihydro-1H-indole-1-carboxylate C(C)(C)(C)OC(=O)N(CC1CCC1)C[C@@H]1N(C2=CC(=C(C(=C2C1)F)N1S(NC(C1)=O)(=O)=O)O)C(=O)OC(C)(C)C